FC=1C=C(C=CC1F)[C@H]1[C@@H](CNCC1)NC(=O)C1=CC=2C=3N(CCOC2S1)N=CC3CCO N-((3S,4S)-4-(3,4-difluorophenyl)piperidin-3-yl)-10-(2-hydroxyethyl)-5,6-dihydropyrazolo[1,5-d]thieno[3,2-f][1,4]oxazepine-2-carboxamide